Octadecylpyridine chloride CCCCCCCCCCCCCCCCCCC1=C(C=CC=N1)Cl